NC1(CN(C(C1)=O)C=1C=CC=2OCC(NC2N1)=O)CCNCC1CC=2C=CC=C(C2C1)C#N 2-[[2-[3-amino-5-oxo-1-(3-oxo-4H-pyrido[3,2-b][1,4]oxazin-6-yl)pyrrolidin-3-yl]ethylamino]methyl]-2,3-dihydro-1H-indene-4-carbonitrile